C(C)(C)N(CC)C(C)C diisoPropylethylamine